N[C@@H]1C[C@@H](CC1)NC(NC1=CC(=NC(=C1)OC)C=1C(=C(OCCCNC(=O)C2CCOCC2)C=CC1)O)=O Tetrahydro-pyran-4-carboxylic acid [3-(3-{4-[3-((1R,3S)-3-amino-cyclopentyl)-ureido]-6-methoxy-pyridin-2-yl}-2-hydroxy-phenoxy)-propyl]-amide